2-((1-amino-28-oxo-3,6,9,12,15,18,21,24-octaoxa-27-azahentriacontan-31-yl)oxy)-4-chloro-5-(4-cyano-6-(trifluoromethyl)pyridin-3-yl)-N-(2-methoxyphenyl)-N-methylbenzamide NCCOCCOCCOCCOCCOCCOCCOCCOCCNC(CCCOC1=C(C(=O)N(C)C2=C(C=CC=C2)OC)C=C(C(=C1)Cl)C=1C=NC(=CC1C#N)C(F)(F)F)=O